BrC=1C=C(C=C(C1)Br)NC(=O)C1OC(C(C(C1OC)N1N=NC(=C1)C1=CC(=C(C(=C1)F)F)F)O)CO N-(3,5-dibromophenyl)-5-hydroxy-6-(hydroxymethyl)-3-methoxy-4-(4-(3,4,5-trifluorophenyl)-1H-1,2,3-triazol-1-yl)tetrahydro-2H-pyran-2-carboxamide